[C@H]12NCC[C@@H]2N(C1)C1=NC=2C(=C(C3=C(C2C=N1)COC3)C3=NC=C(C1=C3C(=C(S1)N)C#N)F)F 4-(3-((1S,5S)-2,6-Diazabicyclo[3.2.0]heptan-6-yl)-5-fluoro-7,9-dihydrofuro[3,4-f]quinazolin-6-yl)-2-amino-7-fluorothieno[3,2-c]pyridine-3-carbonitrile